COC1=NC(=NN2C1=C(C=C2)C2=CC=1N(C=C2)N=CC1)N[C@@H]1CC[C@@H](CC1)N cis-N1-(4-methoxy-5-(pyrazolo[1,5-a]pyridin-5-yl)pyrrolo[2,1-f][1,2,4]triazin-2-yl)cyclohexane-1,4-diamine